4-[3-(2-pyridinyl)-1H-pyrazol-4-yl]-benzamide N1=C(C=CC=C1)C1=NNC=C1C1=CC=C(C(=O)N)C=C1